COC1=CC=C(CN([C@@H]2[C@H]([C@@H](C=CC2)OC(CC)CC)NC(C)(C)C)CC2=CC=C(C=C2)OC)C=C1 (3R,4R,5S)-5-bis(4-methoxybenzyl)amino-4-(2-methylpropan-2-yl)amino-3-(1-ethylpropoxy)-1-cyclohexene